N-(4-trifluoromethoxybenzylacetyl)-2-benzyloxymethyl-proline methyl ester COC([C@]1(N(CCC1)C(CCC1=CC=C(C=C1)OC(F)(F)F)=O)COCC1=CC=CC=C1)=O